Cl.C(C)OC(CCC(=O)C1=CC2=C(S1)C=C(C(=C2F)OCCCOC=2C(=C1CN(CC1=CC2OC)C(CCC(=O)O[C@H](CN)C)=O)F)OC)=O (S)-1-aminopropan-2-yl 4-(5-(3-((2-(4-ethoxy-4-oxobutanoyl)-4-fluoro-6-methoxybenzo[b]thiophen-5-yl)oxy)propoxy)-4-fluoro-6-methoxyisoindolin-2-yl)-4-oxobutanoate hydrochloride